4-[4-Bromo-3-hydroxy-6-(3-trifluoromethyl-phenyl)-pyridin-2-yl]-4-oxo-butyric acid ethyl ester C(C)OC(CCC(=O)C1=NC(=CC(=C1O)Br)C1=CC(=CC=C1)C(F)(F)F)=O